CC1(C2=NCN([C@H]3[C@H](O)[C@H](O)[C@@H](CO)O3)C2=NC(=N1)N)N 6-methyl-2-aminoadenosine